lead-antimony-tin [Sn].[Sb].[Pb]